Cl.Cl.FC=1C=C(C=CC1F)N1N=NC(=C1)C1CCNCC1 4-[1-(3,4-Difluoro-phenyl)-1H-[1,2,3]triazol-4-yl]-piperidine, dihydrochloride